N-(5-chloro-1,3,4-thiadiazol-2-yl)-2-((1-cyclopropyl-4-oxo-4,5-dihydro-1H-pyrazolo[3,4-d]pyrimidin-6-yl)thio)acetamid ClC1=NN=C(S1)NC(CSC=1NC(C2=C(N1)N(N=C2)C2CC2)=O)=O